ClC1=NC=C(C=C1C(=O)NC1=NC=C(C=C1F)Cl)OC[C@H](C)NS(=O)(=O)C(F)(F)F 2-chloro-N-(5-chloro-3-fluoro-2-pyridyl)-5-[(2S)-2-(trifluoromethylsulfonylamino)propoxy]pyridine-3-carboxamide